NC1=NC=NN2C1=CC=C2C2(OC(C(C2OCC2=CC=CC=C2)OCC2=CC=CC=C2)COCC2=CC=CC=C2)C#N 2-(4-aminopyrrolo[2,1-f][1,2,4]triazin-7-yl)-3,4-bis(benzyloxy)-5-((benzyloxy)methyl)tetrahydrofuran-2-carbonitrile